FC1=CC=C(C=C1)C1=C(N(C2=CC=C(C=C12)C)C(C)C)/C=C/[C@@H](C[C@@H](CC(=O)[O-])O)O.[Na+] |o1:22,24| Sodium rel-(3S,5R,E)-7-(3-(4-fluorophenyl)-1-isopropyl-5-methyl-1H-indol-2-yl)-3,5-dihydroxyhept-6-enoate